C(C)(=O)N1CCC(CC1)C=1N=C(SC1C(=O)N)Cl (1-acetylpiperidin-4-yl)-2-chlorothiazole-5-carboxamide